N-(2-amino-2-methylpropyl)-6-(3-chloro-5-(trifluoromethoxy)-1H-indol-2-yl)pyrazine-2-carboxamide NC(CNC(=O)C1=NC(=CN=C1)C=1NC2=CC=C(C=C2C1Cl)OC(F)(F)F)(C)C